C1(CC1)C#CCN1C=C([C@H]2[C@H](O)[C@H](O)[C@@H](CO)O2)C(NC1=O)=O 1-(3-Cyclopropyl-prop-2-ynyl)pseudouridine